NC=1SC2=C(N1)CC[C@@H](C2)NC(CC)=O (S)-2-amino-6-propanamido-4,5,6,7-tetrahydrobenzothiazole